N-guanylurea C(N)(=N)NC(=O)N